(S)-1-(((5-chloro-6-((3-methylisoxazol-5-yl)methoxy)-1H-indol-2-yl)methyl)amino)-1-oxopropan-2-yl acetate C(C)(=O)O[C@H](C(=O)NCC=1NC2=CC(=C(C=C2C1)Cl)OCC1=CC(=NO1)C)C